methyl 4-[[3-[5-[2-(2-amino-3-pyridyl)-5-phenyl-imidazo[4,5-b]pyridin-3-yl]-2-pyridyl]azetidin-1-yl]methyl]cyclohexanecarboxylate NC1=NC=CC=C1C1=NC=2C(=NC(=CC2)C2=CC=CC=C2)N1C=1C=CC(=NC1)C1CN(C1)CC1CCC(CC1)C(=O)OC